(R)-2-(1-(5-bromopyridin-2-yl)ethoxy)-1-(5-azaspiro[2.4]heptan-5-yl)ethanone BrC=1C=CC(=NC1)[C@@H](C)OCC(=O)N1CC2(CC2)CC1